4-methylene-cyanobenzene C=C1CC=C(C=C1)C#N